CN1C=CC=C1C 1,5-dimethyl-pyrrole